1-(2-Hydroxy-6-(5-(p-tolyl)-1H-imidazol-2-yl)piperidin-1-yl)-2-(methylsulfinyl)propan-1-one OC1N(C(CCC1)C=1NC(=CN1)C1=CC=C(C=C1)C)C(C(C)S(=O)C)=O